CC(=C)C(=O)OCCOCCOCCOC(=O)C(=C)C triethylene glycol dimethylacrylate